C1(CC1)C1=C(C(=NO1)C1=C(C=CC=C1Cl)Cl)CO[C@H]1[C@@H]2CN([C@H](C1)C2)C2=C(C=C(C=C2)/C=C/C(=O)O)F (2E)-3-[4-[(1S,4S,5R)-5-[[5-cyclopropyl-3-(2,6-dichlorophenyl)-1,2-oxazol-4-yl]methoxy]-2-azabicyclo[2.2.1]heptan-2-yl]-3-fluorophenyl]prop-2-enoic acid